C(CCC)OCCOCCO Diethylene glycol monon-butyl ether